1H-INDOLE-3-BUTANETHIOIC ACID, S-PHENYL ESTER N1C=C(C2=CC=CC=C12)CCCC(SC1=CC=CC=C1)=O